C(CCC)[Si](C1=CC=C(C=C1)P(N(P(C1=CC=C(C=C1)[Si](CCCC)(CCCC)CCCC)C1=C(C=CC=C1)SC)CCCC)C1=CC=C(C=C1)[Si](CCCC)(CCCC)CCCC)(CCCC)CCCC N-(bis(4-(tributylsilyl)phenyl)phosphaneyl)-N-butyl-1-(2-(methylthio)phenyl)-1-(4-(tributylsilyl)phenyl)phosphanamine